BrC1=C(C(=O)[O-])C=CC(=C1)CBr 2-bromo-4-bromomethylbenzoate